SC1C(NC(C1)(C)C)(C)C 3-mercapto-2,2,5,5-tetramethylpyrroline